Francium methyl-naphthalenesulfonic acid CC1=C(C2=CC=CC=C2C=C1)S(=O)(=O)O.[Fr]